FC=1C=C2[C@H]3CCCN3C=3C=CN4N=CC(C(NC[C@@H](CN(C1)C2=O)C)=O)=C4N3 (6R,13S)-9-fluoro-13-methyl-2,11,15,19,20,23-hexaazapentacyclo[15.5.2.17,11.02,6.020,24]pentacosa-1(23),7,9,17(24),18,21-hexaene-16,25-dione